CN(CCN(C1=NC(=C(C=C1[N+](=O)[O-])NC1=NC=CC(=N1)N1CC2(C3=NC(=CC=C31)C)CCC2)OC)C)C N2-(2-(dimethylamino)ethyl)-6-methoxy-N2-methyl-N5-(4-(5'-methylspiro[cyclobutane-1,3'-pyrrolo[3,2-b]pyridin]-1'(2'H)-yl)pyrimidin-2-yl)-3-nitropyridin-2,5-diamine